3-[({butyl[1-(4-{4-[(methylsulfonyl)amino]phenoxy}benzyl)piperidin-4-yl]amino}carbonyl)amino]benzamide C(CCC)N(C(=O)NC=1C=C(C(=O)N)C=CC1)C1CCN(CC1)CC1=CC=C(C=C1)OC1=CC=C(C=C1)NS(=O)(=O)C